(6''s,7'r)-2'-ethyl-6''-methyl-5'h-dispiro[1,3-dithiane-2,4'-thieno[2,3-c]pyran-7',4''-piperidine]-1''-carboxylic acid tert-butyl ester C(C)(C)(C)OC(=O)N1CC[C@]2(C[C@@H]1C)OCC1(C3=C2SC(=C3)CC)SCCCS1